(2-(Cyclobutyl(ethyl)amino)6-(trifluoromethyl)pyrimidine-4-carboxamido)benzoic acid C1(CCC1)N(C1=NC(=CC(=N1)C(=O)NC1=C(C(=O)O)C=CC=C1)C(F)(F)F)CC